N1N=NC2=C1C=CC(=C2)CN2C(C1=CC=CC=C1C2CC2=C(C(=NN2C)C)Cl)=O 2-((1H-benzo[d][1,2,3]triazol-5-yl)methyl)-3-((4-chloro-1,3-dimethyl-1H-pyrazol-5-yl)methyl)isoindolin-1-one